C(CCCC)O.[Ti] titanium n-pentanol